FC(C1=NN2C(N=C(C=C2NCC(C)(C2=CC=C(C=C2)F)C2CN(C2)C=2C=CC(N(N2)C)=O)C(F)(F)F)=C1)(F)F 6-(3-(1-((2,5-bis(trifluoromethyl)pyrazolo[1,5-a]pyrimidin-7-yl)amino)-2-(4-fluorophenyl)propan-2-yl)azetidin-1-yl)-2-methylpyridazin-3(2H)-one